O(C1=CC=CC=C1)C1=CC=C(C=C1)NC(C(=O)C1=CC=C(OC=2C(=NC=CC2)C(=O)NC)C=C1)=O (4-(2-((4-(phenoxy)phenyl)amino)-2-oxoacetyl)phenoxy)-N-methylpyridine-carboxamide